FC1=CC(=C(C=C1F)C1=C2C=CC=NC2=C(C=C1)C[C@@H](C(=O)O)NC(C1=C(C=CC=C1F)F)=O)OC (S)-3-(5-(4,5-difluoro-2-methoxyphenyl)quinolin-8-yl)-2-(2,6-difluorobenzoylamino)propionic acid